FC(OC=1C(=CC2=C(NCCO2)C1)C1=NN(C=C1NC(=O)C=1C=NN2C1N=CC=C2)C2C(OCC2)=O)F N-[3-[6-(difluoromethoxy)-3,4-dihydro-2H-1,4-benzoxazin-7-yl]-1-(2-oxotetrahydrofuran-3-yl)pyrazol-4-yl]pyrazolo[1,5-a]pyrimidine-3-carboxamide